1-(2-nitrophenyl)methanimine [N+](=O)([O-])C1=C(C=CC=C1)C=N